ClC=1C=C(C2=C(OC(OC2OC([2H])([2H])[2H])(C)C2CCC(CC2)N2CC(C2)OC)C1)C(=O)O 7-chloro-4-(methoxy-d3)-2-(4-(3-methoxyazetidin-1-yl)cyclohexyl)-2-methylbenzo[d][1,3]dioxan-5-carboxylic acid